sodium vinylbenzenesulfonate, pyridinium salt [NH+]1=CC=CC=C1.C(=C)OS(=O)(=O)C1=CC=CC=C1.[Na+]